3'-fluoro-N-methyl-1'-((3-methyl-4-oxo-4,5-dihydropyrazolo[1,5-a]quinoxalin-7-yl)methyl)-1',2',3',6'-tetrahydro-[3,4'-bipyridine]-6-carboxamide FC1CN(CC=C1C=1C=NC(=CC1)C(=O)NC)CC=1C=C2NC(C=3N(C2=CC1)N=CC3C)=O